C(C1=CN=CC=C1)(=O)OCCCBr 3-bromopropyl nicotinate